(6-(4-(4-oxo-3,5,7,8-tetrahydro-4H-thiopyrano[4,3-d]pyrimidin-2-yl)phenyl)pyridin-3-yl)boronic acid O=C1C2=C(N=C(N1)C1=CC=C(C=C1)C1=CC=C(C=N1)B(O)O)CCSC2